1-(4-{[(1S)-5-[2-(2-aminopyridin-3-yl)-5-(4-methylpiperazin-1-yl)imidazo[4,5-b]pyridin-3-yl]-2,3-dihydro-1H-inden-1-yl]amino}piperidin-1-yl)prop-2-en-1-one NC1=NC=CC=C1C1=NC=2C(=NC(=CC2)N2CCN(CC2)C)N1C=1C=C2CC[C@@H](C2=CC1)NC1CCN(CC1)C(C=C)=O